(E)-N-[4-(3-chloro-4-fluoroanilino)-7-methoxyquinazolin-6-yl]-4-piperidin-1-yl-but-2-enamide ClC=1C=C(NC2=NC=NC3=CC(=C(C=C23)NC(\C=C\CN2CCCCC2)=O)OC)C=CC1F